methyl 3-(dimethylamino)-2-(2-methyl-5-((4-methylthiazol-5-yl)methoxy)benzofuran-3-carboxamido)propanoate CN(CC(C(=O)OC)NC(=O)C1=C(OC2=C1C=C(C=C2)OCC2=C(N=CS2)C)C)C